C(C)(CC)C1=CC=CC=C1 secondary butylbenzene